O[C@H](COC=1C=C(C=CC1)S(=O)(=O)NC)CN[C@H]1COC2(C1)CCN(CC2)S(=O)(=O)C2=CC1=C(OCCCN1C)N=C2 3-((S)-2-hydroxy-3-((R)-8-(1-methyl-1,2,3,4-tetrahydropyrido[2,3-b][1,4]oxazepin-8-ylsulfonyl)-1-oxa-8-azaspiro[4.5]decan-3-ylamino)propoxy)-N-methylbenzenesulfonamide